FC(C=1C=C(C=2N(C(C=C(N2)N2CCCCC2)=O)C1)C(C)NC1=C(C(=O)O)C=CC=C1)F 2-((1-(7-(difluoromethyl)-4-oxo-2-(piperidin-1-yl)-4H-pyrido[1,2-a]pyrimidin-9-yl)ethyl)amino)benzoic acid